C(C)(C)(C)OC(=O)N1CC(CCC1)NC1=NC=C(C(=N1)C1=CC=C(C=C1)C#N)Cl.ClC1=NC(=CC(=C1)Cl)C(C)C 2,4-dichloro-6-isopropyl-pyridine tert-butyl-3-{[5-chloro-4-(4-cyanophenyl)pyrimidin-2-yl]amino}piperidine-1-carboxylate